3''-(4,6-diphenyl-1,3,5-triazin-2-yl)-4'-(3-(4,6-diphenyl-1,3,5-triazin-2-yl)phenyl)-[1,1':3',1''-terphenyl]-4-carbonitrile C1(=CC=CC=C1)C1=NC(=NC(=N1)C1=CC=CC=C1)C=1C=C(C=CC1)C=1C=C(C=CC1C1=CC(=CC=C1)C1=NC(=NC(=N1)C1=CC=CC=C1)C1=CC=CC=C1)C1=CC=C(C=C1)C#N